Ethyl 6-(5-cyanopyrrolo[2,3-b]pyridin-1-yl)-4-(isopropylamino)pyridine-3-carboxylate C(#N)C=1C=C2C(=NC1)N(C=C2)C2=CC(=C(C=N2)C(=O)OCC)NC(C)C